(2S,4R)-1-[(2S)-2-amino-3,3-dimethylbutanoyl]-N-benzyl-4-hydroxypyrrolidine-2-carboxamide N[C@H](C(=O)N1[C@@H](C[C@H](C1)O)C(=O)NCC1=CC=CC=C1)C(C)(C)C